COCCNC1=C(C=C(C(=O)OCC)C=C1)[N+](=O)[O-] ethyl 4-((2-methoxyethyl) amino)-3-nitrobenzoate